2-([1-[(2-Chlorophenyl)methyl]-5-[3-(cyclopropoxy)phenyl]1H-pyrazol-3-yl]methoxy)-2-methylpropanoic acid ClC1=C(C=CC=C1)CN1N=C(C=C1C1=CC(=CC=C1)OC1CC1)COC(C(=O)O)(C)C